CC1(CCNCC1)C=1C=CC(=NC1)C1(CC1)C(=O)N (5-(4-methylpiperidin-4-yl)pyridin-2-yl)cyclopropanecarboxamide